3-cyclopentyl-3-(4-((5-nitro-1-(benzenesulfonyl)-1H-Pyrrolo[2,3-b]pyridin-4-yl)amino)-1H-pyrazol-1-yl)propionitrile C1(CCCC1)C(CC#N)N1N=CC(=C1)NC1=C2C(=NC=C1[N+](=O)[O-])N(C=C2)S(=O)(=O)C2=CC=CC=C2